ClC=1C=C(C=CC1Cl)C=1C(=NN2C1SC(=C2C(C)C)C(=O)N[C@H]2CCOC1=CC=CC=C21)C 7-(3,4-dichlorophenyl)-N-[(4S)-3,4-dihydro-2H-chromen-4-yl]-6-methyl-3-(propan-2-yl)pyrazolo[5,1-b][1,3]thiazole-2-carboxamide